5-(3-fluoro-8-((1S,2S)-2-(5-(trifluoromethyl)pyridin-2-yl)cyclopropyl)imidazo[1,2-b]pyridazin-6-yl)pyrimidine-2,4(1H,3H)-dione FC1=CN=C2N1N=C(C=C2[C@@H]2[C@H](C2)C2=NC=C(C=C2)C(F)(F)F)C=2C(NC(NC2)=O)=O